1-valeroyl-3,3,5,5-tetramethylcyclohexan-2,4,6-trione C(CCCC)(=O)C1C(C(C(C(C1=O)(C)C)=O)(C)C)=O